(1S,2S)-2-((4-fluorophenoxy)methyl)-N-isopropylcyclopentane-1-amine FC1=CC=C(OC[C@@H]2[C@H](CCC2)NC(C)C)C=C1